N-ethyl-1-aminobutane-4-ol C(C)NCCCCO